nickel-copper-manganese carbonate C([O-])([O-])=O.[Mn+2].[Cu+2].[Ni+2].C([O-])([O-])=O.C([O-])([O-])=O